NC1=NC(=C2N=CN(C2=N1)CCOCP(O)(O)=O)NC1CC1 ((2-(2-amino-6-(cyclopropylamino)-9H-purin-9-yl)ethoxy)methyl)phosphonic acid